tert-butyl (2S,4R)-2-(3-(4-(3-(3,4-dichlorophenyl)propoxy)-3-(trifluoromethyl)phenyl)-1,2,4-oxadiazol-5-yl)-4-hydroxypyrrolidine-1-carboxylate ClC=1C=C(C=CC1Cl)CCCOC1=C(C=C(C=C1)C1=NOC(=N1)[C@H]1N(C[C@@H](C1)O)C(=O)OC(C)(C)C)C(F)(F)F